N-(3,6-dimethoxy-2-pyridyl)-2,2-dimethyl-propanamide COC=1C(=NC(=CC1)OC)NC(C(C)(C)C)=O